FC1(CCOCC1)COC1=C(C=C(C=C1)S(=O)(=O)NC(C1=C(C=CC=C1)OC=1C=C2C(=NC1)NC=C2)=O)[N+](=O)[O-] N-({4-[(4-fluorotetrahydro-2H-pyran-4-yl)methoxy]-3-nitrophenyl}sulfonyl)-2-(1H-pyrrolo[2,3-b]pyridin-5-yloxy)benzamide